2-(4-benzylpiperidin-1-yl)ethan-1-amine C(C1=CC=CC=C1)C1CCN(CC1)CCN